CC1=C(C=CC(=C1)N)N methyl-benzene-1,4-diamine